(5R,8S)-N-(4,5-dichloro-2-fluorophenyl)-6,7,8,9-tetrahydro-5H-5,8-epiminocyclohepta[c]pyridine-10-carboxamide ClC1=CC(=C(C=C1Cl)NC(=O)N1[C@@H]2CC[C@H]1CC=1C=NC=CC12)F